C[C@@H]1N(CCN(C1)C1=NC=C(C=N1)C(F)(F)F)C(=O)NO[C@H](C)C1=CNC(C(=C1)C(F)(F)F)=O (S)-2-methyl-N-((R)-1-(6-oxo-5-(trifluoromethyl)-1,6-dihydropyridin-3-yl)ethoxy)-4-(5-(trifluoromethyl)pyrimidin-2-yl)piperazine-1-carboxamide